N-[4-fluoro-5-[1-(pyrazine-2-carbonyl)-2,5-dihydropyrrol-3-yl]-2-[rac-(3R,5S)-3,4,5-trimethylpiperazin-1-yl]phenyl]-6-oxo-4-(trifluoromethyl)-1H-pyridine-3-carboxamide FC1=CC(=C(C=C1C=1CN(CC1)C(=O)C1=NC=CN=C1)NC(=O)C1=CNC(C=C1C(F)(F)F)=O)N1C[C@H](N([C@H](C1)C)C)C |r|